C(CC)OC=1C=C2C(=CNC2=CC1)C1CCN(CC1)CCC=1C=NN(C1)CC 5-propoxy-3-[1-[2-[1-ethyl-1H-pyrazol-4-yl]ethyl]-4-piperidinyl]-1H-indole